FC=1C=CC(=NC1)C1=CC=C(C=C1)CN (4-(5-fluoropyridin-2-yl)phenyl)methanamine